Methyl 6-[(1R,4R)-2-oxa-5-azabicyclo[2.2.1]heptan-5-yl]pyridine-2-carboxylate [C@H]12OC[C@H](N(C1)C1=CC=CC(=N1)C(=O)OC)C2